FC1=CC=C2C(N(C(NC2=C1)=O)CCC1=CC=CC=C1)=O 7-fluoro-2,4-dioxo-3-phenethyl-3,4-dihydroquinazolin